(1-((3-((1-((2-(2,6-dioxopiperidin-3-yl)-1,3-dioxoisoindolin-5-yl) methyl) azetidin-3-yl) oxy) phenyl)-sulfonyl) piperidin-4-yl) carbamate C(N)(OC1CCN(CC1)S(=O)(=O)C1=CC(=CC=C1)OC1CN(C1)CC=1C=C2C(N(C(C2=CC1)=O)C1C(NC(CC1)=O)=O)=O)=O